3-[4-[6-acetyl-7-(2-trimethylsilylethoxymethyl)pyrrolo[2,3-d]pyrimidin-4-yl]oxynorbornan-1-yl]-1-[5-(trifluoromethyl)-3-pyridyl]imidazolidine-2,4-dione C(C)(=O)C1=CC2=C(N=CN=C2OC23CCC(CC2)(C3)N3C(N(CC3=O)C=3C=NC=C(C3)C(F)(F)F)=O)N1COCC[Si](C)(C)C